FC=1C(=C(C=CC1)NC(=S)C1=C(CCN(C1=O)C(=O)OC(C)(C)C)O)C(F)(F)F Tert-butyl 5-{[3-fluoro-2-(trifluoromethyl)phenyl]carbamothioyl}-4-hydroxy-6-oxo-3,6-dihydropyridine-1(2H)-carboxylate